2-methyl-6-(4,4,5,5-tetramethyl-1,3,2-dioxaborolan-2-yl)-2,3-dihydro-1H-indole CC1NC2=CC(=CC=C2C1)B1OC(C(O1)(C)C)(C)C